FC(CN1N=CC(=C1)S(=O)(=O)N1N=C2C(=C1)CN(C2)C([C@@H](O)C2=NC=CC=C2F)=O)F (2S)-1-[2-[1-(2,2-difluoroethyl)pyrazol-4-ylsulfonyl]-4H,6H-pyrrolo[3,4-c]pyrazol-5-yl]-2-(3-fluoropyridin-2-yl)-2-hydroxyethanone